4-(3,5-Dimethoxyphenoxy)-5-methyl-5H-pyrrolo[3,2-d]pyrimidine COC=1C=C(OC=2C3=C(N=CN2)C=CN3C)C=C(C1)OC